C(=O)(OCC1=CC=CC=C1)NC#N carbobenzoxycyanamide